N1N=CC(=C1)C1=CC2=C(N(C=N2)C2=CC=C(C=C2)CC(=O)NC2=CC(=NO2)C(C)(C)C)C=C1 2-(4-(5-(1H-pyrazol-4-yl)-1H-benzo[d]imidazol-1-yl)phenyl)-N-(3-(tert-butyl)isoxazol-5-yl)acetamide